FC1=C(OC=2C=CC(=NC2)NC(=O)C2CC23CCN(CC3)C(=O)OCC(C)C)C=CC(=C1)F isobutyl 1-((5-(2,4-difluorophenoxy)pyridin-2-yl)carbamoyl)-6-azaspiro[2.5]octane-6-carboxylate